Cl.C(C)(C)(C)OC(=O)N1CC2(C1)CCC(CC2)N 7-amino-2-azaspiro[3.5]nonane-2-carboxylic acid tert-butyl ester HCl